NC1=CC=CC(=N1)S(=O)(=O)NC1=NC(=C(C=C1)Cl)C1=C(C=CC=C1)CC 6-amino-N-(5-chloro-6-(2-ethylphenyl)pyridin-2-yl)pyridine-2-sulfonamide